C1(=CC=CC=C1)C1=NC(=NC(=N1)C1=CC=CC=C1)C1=CC=CC=2C3=CC=CC=C3NC12 4,6-diphenyl-2-carbazolyl-1,3,5-triazine